[Si](C)(C)(C(C)(C)C)OC[C@H](C1=CC2=C(OC3=C2C=CC=C3)C=C1)NC1=CN=C(N(C1=O)CC(=O)OC(C)(C)C)C1=C(C=CC=C1)F Tert-Butyl (S)-2-(5-((2-((tert-butyldimethylsilyl)oxy)-1-(dibenzo[b,d]furan-2-yl)ethyl)amino)-2-(2-fluorophenyl)-6-oxopyrimidin-1(6H)-yl)acetate